(S)-N-(2-cyano-6-isopropylphenyl)-3-methyl-3-phenoxypyrrolidine-1-carboxamide C(#N)C1=C(C(=CC=C1)C(C)C)NC(=O)N1C[C@](CC1)(OC1=CC=CC=C1)C